6H-benzo[B]naphtho[2,3-d]furan-11-one C1=CC=CC=2OC3=C(C21)C(C2=CC=CC=C2C3)=O